ClC1=NC=C(C(=N1)N1C(=CC2=CC=CC=C12)C(=O)N(C)C)Cl 1-(2,5-dichloropyrimidin-4-yl)-N,N-dimethyl-indole-2-carboxamide